NC1(CCN(CC1)C1=NC(=C(C(=N1)C(=O)N)C1=C(C=C(C=C1)F)Cl)C)C 2-(4-amino-4-methyl-piperidin-1-yl)-5-(2-chloro-4-fluoro-phenyl)-6-methyl-pyrimidine-4-carboxylic acid amide